(4-(5-(chlorodifluoromethyl)-1,2,4-oxadiazol-3-yl)-2-fluorobenzyl)(methyl)(piperidin-1-yl)phosphine oxide ClC(C1=NC(=NO1)C1=CC(=C(CP(N2CCCCC2)(C)=O)C=C1)F)(F)F